C1(=CC=CC=C1)C=1N=C2N(C(C1)=O)C=CC=C2 2-phenyl-4H-pyrido[1,2-a]pyrimidin-4-one